(4-(2-methoxyphenyl)piperazin-1-yl)(5-(2-nitrophenyl)-2-(4-(trifluoromethyl)phenyl)Oxazol-4-yl)methanone COC1=C(C=CC=C1)N1CCN(CC1)C(=O)C=1N=C(OC1C1=C(C=CC=C1)[N+](=O)[O-])C1=CC=C(C=C1)C(F)(F)F